2-amino-1-(4-(2-(3,4-dimethoxyphenyl)-3-isopropyl-1H-indol-5-yl)piperidin-1-yl)ethan-1-one NCC(=O)N1CCC(CC1)C=1C=C2C(=C(NC2=CC1)C1=CC(=C(C=C1)OC)OC)C(C)C